OC12C(=NC3=CC=CN=C3C1=O)N(CC2)C2=CC=CC=C2 8a-hydroxy-6-phenyl-6H,7H,8H,8aH,9H-pyrrolo[2,3-b]1,5-naphthyridin-9-on